NCCNCCC[SiH](OC)OC 3-(2-aminoethyl)aminopropyl-dimethoxysilane